OC(C=O)CC=O hydroxy-1,4-butanedial